CC=1C=C(C=C(C1)C(F)(F)F)B(O)O (3-methyl-5-(trifluoromethyl)phenyl)boronic acid